5-((3aR,6aS)-1-oxo-hexahydropyrrolo[3,4-c]Pyrrole-2(1H)-yl)pyrazine-2-carboxamide O=C1N(C[C@@H]2[C@H]1CNC2)C=2N=CC(=NC2)C(=O)N